COC1=C(C=C(C(=C1)N1CCC(CC1)N1CCN(CC1)C)C)NC1=NC=CC(=N1)N1N=CC(=C1)[N+](=O)[O-] N-(2-methoxy-5-methyl-4-(4-(4-methylpiperazin-1-yl)piperidin-1-yl)phenyl)-4-(4-nitro-1H-pyrazol-1-yl)pyrimidin-2-amine